2-(4-(3,4-dichloro-2-oxopyridin-1(2H)-yl)phenyl)-N-ethyl-5-(trifluoromethyl)-2H-1,2,3-triazole-4-carboxamide ClC=1C(N(C=CC1Cl)C1=CC=C(C=C1)N1N=C(C(=N1)C(=O)NCC)C(F)(F)F)=O